C(C1=CC=CC=C1)(=O)C(C(=O)OC(C(=C)C(C1=CC=CC=C1)=O)=O)=C benzoyl-acrylic acid anhydride